3-(methylamino)-1lambda6-thiolane-1,1-dione CNC1CS(CC1)(=O)=O